(R)-N-((S)-4-(cyclopropylamino)-3,4-dioxo-1-((S)-2-oxopyrrolidin-3-yl)butan-2-yl)-2-(2-hydroxy-2,2-diphenylacetamido)-4-methylpentanamide C1(CC1)NC(C([C@H](C[C@H]1C(NCC1)=O)NC([C@@H](CC(C)C)NC(C(C1=CC=CC=C1)(C1=CC=CC=C1)O)=O)=O)=O)=O